5-Methyl-dodecane CC(CCCC)CCCCCCC